N-cyclopropyl-N-(4-((8-((2-(2,6-dioxopiperidin-3-yl)-1,3-dioxoisoindolin-5-yl)amino)octyl)carbamoyl)benzyl)-3-oxo-3,4-dihydro-2H-benzo[b][1,4]oxazine-7-carboxamide C1(CC1)N(C(=O)C=1C=CC2=C(OCC(N2)=O)C1)CC1=CC=C(C=C1)C(NCCCCCCCCNC=1C=C2C(N(C(C2=CC1)=O)C1C(NC(CC1)=O)=O)=O)=O